C(C)(C)(C)OC(=O)C=1C(=NOC1)C 3-methyl-isoxazole-4-carboxylic acid tert-butyl ester